O=C1C2=C(N(C(C3N1CCCC3)OC3OCCCC3)C(=O)[O-])C=CC=C2 12-oxo-6-((tetrahydro-2H-pyran-2-yl)oxy)-6,6a,7,8,9,10-hexa-hydrobenzo[e]pyrido[1,2-a][1,4]diazepine-5(12H)-carboxylate